3-(9-((4-(aminomethyl)phenyl)carbamoyl)-4,5-dihydrobenzo[b]thieno[2,3-d]oxepin-8-yl)-6-(3-(trifluoromethyl)-1H-pyrazol-1-yl)picolinic acid NCC1=CC=C(C=C1)NC(=O)C1=CC2=C(OCCC3=C2SC=C3)C=C1C=1C(=NC(=CC1)N1N=C(C=C1)C(F)(F)F)C(=O)O